N-(4-nitrophenylamino)-N-methyl-2-chloro-acetamide [N+](=O)([O-])C1=CC=C(C=C1)NN(C(CCl)=O)C